OCC1CC(CCC1)CO 1,3-bis-(hydroxymethyl)cyclohexane